[PH4+].C=1([O-])C([O-])=CC=CC1.C=1([O-])C([O-])=CC=CC1.[PH4+].[PH4+].[PH4+] bis-catecholate phosphonium